NCCC1=CC=C(C=C1)C(=O)C1=CC=CC=C1 [4-(2-aminoethyl)phenyl]phenyl-methanone